C(#N)C1(CC1)C1=NC(=CC(=C1)C(=O)NC(C)C1=NC=CN=C1C1=NN(C(C=C1)=O)C)C(F)(F)F 2-(1-cyanocyclopropyl)-N-[1-[3-(1-methyl-6-oxo-pyridazin-3-yl)pyrazin-2-yl]ethyl]-6-(trifluoromethyl)pyridine-4-carboxamide